4-(2'-amino-5-(dimethylcarbamoyl)-[2,3'-bipyridyl]-5'-yl)-N-(2-oxopyrrolidin-3-yl)-1H-pyrrolo[2,3-b]pyridine-2-carboxamide NC1=NC=C(C=C1C1=NC=C(C=C1)C(N(C)C)=O)C1=C2C(=NC=C1)NC(=C2)C(=O)NC2C(NCC2)=O